COC=1C=C(CCN)C=C(C1SC)OC 3,5-dimethoxy-4-methylthiophenethylamine